6-(5-chloro-2-fluorophenyl)pyridazin-4-yl-nonane-2-carboxylic acid ClC=1C=CC(=C(C1)C1=CC(=CN=N1)CC(CCCCCCC)C(=O)O)F